5-bromo-1-(p-tolyl)-1H-pyrazol-3-amine BrC1=CC(=NN1C1=CC=C(C=C1)C)N